6-(8-Fluoro-2-methylimidazo[1,2-a]pyridin-6-yl)-N-methyl-N-(9-methyl-9-azabicyclo[3.3.1]non-3-yl)[1,3]thiazolo[4,5-c]pyridin-2-amin FC=1C=2N(C=C(C1)C1=CC3=C(C=N1)N=C(S3)N(C3CC1CCCC(C3)N1C)C)C=C(N2)C